C1(CC1)N1N=C(C(=C1)OC1=NC2=CC(=CC=C2C=C1)C=1C=NN(C1)CCS(=O)(=O)C)C1CCOCC1 ((1-cyclopropyl-3-(tetrahydro-2H-pyran-4-yl)-1H-pyrazol-4-yl)oxy)-7-(1-(2-(methylsulfonyl)ethyl)-1H-pyrazol-4-yl)quinoline